[Pd](Cl)Cl.C(C)(C)(C)P(C1=CC=C(C=C1)N(C)C)C(C)(C)C di-tert-butyl-(4-dimethylaminophenyl)phosphine palladium (II) dichloride